2,2-dibromo-1-(2-nitrophenyl)ethanone BrC(C(=O)C1=C(C=CC=C1)[N+](=O)[O-])Br